3-methoxy-beta-D-glucopyranose CO[C@]1([C@H]([C@H](O)O[C@@H]([C@H]1O)CO)O)O